2-(3,4-dihydro-2H-pyrrolo[3',2':5,6]Pyrido[2,3-b][1,4]Oxazepin-1(7H)-yl)-6-fluorobenzamide N1(C2=C(OCCC1)N=C1C(=C2)C=CN1)C1=C(C(=O)N)C(=CC=C1)F